O1C(=N[C@@H]2[C@H]1CC=1C=CC=CC12)C1=NC(=CC=C1)C=1O[C@H]2[C@@H](N1)C=1C=CC=CC1C2 2,6-bis[(3aS,8aR)-3a,8a-dihydro-8H-indeno[1,2-D]oxazolin-2-yl]pyridine